FC1=CC=CC=2N=C(OC21)[C@H]2N(CCC1=C2N=CN1)C(=O)C=1C=NN2C1C=CC(=C2)N2CCOCC2 (S)-(4-(7-fluorobenzo[d]oxazol-2-yl)-6,7-dihydro-1H-imidazo[4,5-c]pyridin-5(4H)-yl)(6-morpholinopyrazolo[1,5-a]pyridin-3-yl)methanone